2-Cyclopentylbenzo[d]oxazol-6-amine C1(CCCC1)C=1OC2=C(N1)C=CC(=C2)N